dicyclopentyl-([1,1'-biphenyl]-3-yl)phosphine C1(CCCC1)P(C=1C=C(C=CC1)C1=CC=CC=C1)C1CCCC1